((6-(benzo[d]thiazol-2-yl)pyridin-2-yl)methylene)oxonium S1C(=NC2=C1C=CC=C2)C2=CC=CC(=N2)C=[OH+]